C(C)NC[Si](OCC)(OCC)C N-ethylaminomethyl-methyldiethoxysilane